tin bisneodecanoate C(CCCCCC(C)(C)C)(=O)[O-].C(CCCCCC(C)(C)C)(=O)[O-].[Sn+2]